[N+](#[C-])C1=CC=C(C(=O)OCC(=O)NC23CC4CC(CC(C2)C4)C3)C=C1 2-(adamantan-1-ylamino)-2-oxoethyl 4-isocyanobenzoate